2-(difluoromethyl)-5-[5-[(5-phenyl-1,3,4-thiadiazol-2-yl)methyl]thiophen-2-yl]-1,3,4-oxadiazole FC(C=1OC(=NN1)C=1SC(=CC1)CC=1SC(=NN1)C1=CC=CC=C1)F